(2S,3R)-3-((2-aminopyridin-4-yl)methyl)-N2-(1-methyl-1H-imidazol-2-yl)-N1-((R)-1-(2-chloro-5-methylphenyl)propyl)-N2-methyl-4-oxoazetidine-1,2-dicarboxamide NC1=NC=CC(=C1)C[C@@H]1[C@H](N(C1=O)C(=O)N[C@H](CC)C1=C(C=CC(=C1)C)Cl)C(=O)N(C)C=1N(C=CN1)C